(S)-4-(1-cyclobutyl-1H-pyrazol-4-yl)-7-isopropoxy-1-((5-oxopyrrolidin-2-yl)methoxy)isoquinoline-6-carboxamide C1(CCC1)N1N=CC(=C1)C1=CN=C(C2=CC(=C(C=C12)C(=O)N)OC(C)C)OC[C@H]1NC(CC1)=O